trans-2,6-dimethyl-4-(trifluoromethylsulfonyloxy)-5,6-dihydropyridin-1(2H)-carboxylate C[C@@H]1N([C@H](CC(=C1)OS(=O)(=O)C(F)(F)F)C)C(=O)[O-]